CS(=O)(=O)OC1=C(C=C(C=C1OC)C=1NC(=CN1)C12CC3CC(CC(C1)C3)C2)OC 2,6-dimethoxy-4-(5-adamantyl-1H-imidazol-2-yl)phenyl methansulfonate